(3S)-4-(dimethylamino)-3-[[(2S)-2-[9H-fluoren-9-ylmethoxycarbonyl(methyl)amino]-3-methylbutanoyl]amino]-4-oxobutanoic acid CN(C([C@H](CC(=O)O)NC([C@H](C(C)C)N(C)C(=O)OCC1C2=CC=CC=C2C=2C=CC=CC12)=O)=O)C